C1=CC2=C(C3=NC(=C(C4=CC=C(N4)C(=C5C=CC(=N5)C(=C1N2)C6=C(C(=C(C(=C6F)F)F)F)F)C7=C(C(=C(C(=C7F)F)F)F)F)C8=C(C(=C(C(=C8F)F)F)F)F)C=C3)C9=C(C(=C(C(=C9F)F)F)F)F meso-tetra(pentafluorophenyl)porphyrin